CN(C)[SiH2]C=C(COC)COC (dimethylamino)bis(methoxymethyl)vinylsilane